CC1(C2=CC(=CC=C2C=2C=C(C=CC12)C1=NC=CC=C1B1OC(C(O1)(C)C)(C)C)[N+](=O)[O-])C 2-(9,9-dimethyl-7-nitro-9H-fluoren-3-yl)-3-(4,4,5,5-tetramethyl-1,3,2-dioxaborolan-2-yl)pyridine